ClC1=C(C=2C(=NSN2)C=C1)NC=1NCCN1 5-chloro-4-(2-imidazolin-2-ylamino)-2,1,3-benzothiadiazole